CC1OC2=C(N(C1)N=O)C=CC=C2 methyl-4-nitroso-2,3-dihydro-1,4-benzoxazine